6-Bromo-8-fluoro-4-isopropyl-3,4-dihydro-2H-benzo[b][1,4]thiazine BrC1=CC2=C(SCCN2C(C)C)C(=C1)F